CC1(CC1)NC(O[C@H]1C[C@H](CC1)C1=CC(=NN1)NC(CC1=NC=CC(=C1)C)=O)=O (1R,3S)-3-(3-{[(4-meth-ylpyridin-2-yl)acetyl]-amino}-1H-pyrazol-5-yl)-cyclopentyl (1-methyl-cyclopropyl)carbamate